C(C)(C)(C)OC(=O)N1C[C@@H](CCCC1)C(=O)O |r| (rac)-1-tert-butoxycarbonylazepane-3-carboxylic acid